C(C)(C)(C)OC(=O)N1CCC(CC1)(F)C=1C(=CC=2N(C1)C(=CN2)C2=CC(=NC(=C2)F)F)OCC 4-(3-(2,6-difluoropyridin-4-yl)-7-ethoxyimidazo[1,2-a]pyridin-6-yl)-4-fluoropiperidine-1-carboxylic acid tert-butyl ester